FC1=CC(=NC=C1)NC1=NN(C2=C1C=NC(=C2)C(=O)N2CCC(CC2)O)CC(F)(F)F [3-[(4-fluoro-2-pyridyl)amino]-1-(2,2,2-trifluoroethyl)pyrazolo[4,3-c]pyridin-6-yl]-(4-hydroxypiperidin-1-yl)methanone